C(C)C1=NC(=C2N1CCNC2)C(=O)C=2C=CC(=NC2)C=2C=NC(=CC2)C(=O)OC methyl 5-(3-ethyl-5,6,7,8-tetrahydroimidazo[1,5-a]pyrazine-1-carbonyl)-[2,3'-bipyridine]-6'-carboxylate